3-(trans-4-{[7-(2-hydroxyethoxy)-4-quinazolinyl]oxy}cyclohexyl)-1-[5-(trifluoromethyl)-3-pyridinyl]-2,4-imidazolidinedione OCCOC1=CC=C2C(=NC=NC2=C1)O[C@@H]1CC[C@H](CC1)N1C(N(CC1=O)C=1C=NC=C(C1)C(F)(F)F)=O